Cl.Cl.FC=1C=C(OC2CCN(CC2)C(=O)C2=CC(=C(C=C2)O[C@@H]2CNCC2)C2CCOCC2)C=C(C1)N1CCNCC1 (S)-(4-(3-fluoro-5-(piperazin-1-yl)phenoxy)piperidin-1-yl)(4-(pyrrolidin-3-yloxy)-3-(tetrahydro-2H-pyran-4-yl)phenyl)methanone dihydrochloride